8-methoxycedrane C[C@@H]1CC[C@@H]2[C@]13CC[C@]([C@H](C3)C2(C)C)(C)OC